COCC1=NNC=C1C(=O)N 3-(methoxymethyl)pyrazole-4-carboxamide